C(C\C=C/CC)C(=O)O.C(=CCCCC)C(=O)O HEXENYL-3-CIS-FORMATE ((Z)-hex-3-en-1-yl formate)